bis(γ-methacryloyloxypropyl)vinylmethoxysilane C(C(=C)C)(=O)OCCCC(=CCO[SiH3])CCCOC(C(=C)C)=O